BrC1=CC=2C(=NC=C(C2Cl)C(=O)NC2=C(C=CC=C2Cl)Cl)N1COCC[Si](C)(C)C 2-bromo-4-chloro-N-(2,6-dichlorophenyl)-1-(2-trimethylsilylethoxymethyl)pyrrolo[2,3-b]pyridine-5-carboxamide